cis-benzyl 2-(3,4a,5,6,7,7a-hexahydro-2H-pyrrolo[3,4-b][1,4]oxazin-4-yl)-7,8-dihydro-5H-1,6-naphthyridine-6-carboxylate O1[C@@H]2[C@H](N(CC1)C1=NC=3CCN(CC3C=C1)C(=O)OCC1=CC=CC=C1)CNC2